[Fe].[Mg].COC=1C=C(C=CC1C=1C=C2C(=NC1)NC=C2)NC(C2=CC=CC=C2)=O N-(3-methoxy-4-(1H-pyrrolo[2,3-b]pyridin-5-yl)phenyl)benzamide magnesium iron